ClC1=CC=C2C(=CNC2=C1)S(=O)(=O)NC1=NC(=C(C(=N1)OC)OCC#N)OC 6-chloro-N-[5-(cyanomethoxy)-4,6-dimethoxy-pyrimidin-2-yl]-1H-indole-3-sulfonamide